BrC1=C(C=C(N)C=C1F)OC(F)F 4-bromo-3-(difluoromethoxy)-5-fluoroaniline